FC=1C=C(C(=O)OC)C=C(C1)/C(/N)=N/O methyl (Z)-3-fluoro-5-(N'-hydroxycarbamimidoyl)benzoate